1-(2,6-difluoro-4-(4,4,5,5-tetramethyl-1,3,2-dioxaborolan-2-yl)phenyl)pyrrolidin-2-one FC1=C(C(=CC(=C1)B1OC(C(O1)(C)C)(C)C)F)N1C(CCC1)=O